C1(CC1)C1=C(C(=NO1)C1=C(C=NC=C1Cl)Cl)COC12CCC(CC1)(CC2)C#CC2=C1C=CNC1=CC=C2 4-((4-((5-Cyclopropyl-3-(3,5-dichloropyridin-4-yl)isoxazol-4-yl)methoxy)bicyclo[2.2.2]octan-1-yl)ethynyl)-1H-indol